COC1=CC=C(CN(C=2C(=C(C(=C(C2)C)I)C2C(CC=3C(=NC(=NC3C2)SC)N2[C@H](CN(CC2)C(=O)OC(C)(C)C)C)C)F)CC2=CC=C(C=C2)OC)C=C1 tert-butyl (3S)-4-(7-(3-(bis(4-methoxybenzyl) amino)-2-fluoro-6-iodo-5-methylphenyl)-6-methyl-2-(methylsulfanyl)-5,6,7,8-tetrahydroquinazolin-4-yl)-3-methyl-piperazine-1-carboxylate